(S)-N-(1-(1-((3-azaspiro[5.5]undecane-9-yl)methyl)piperidin-4-yl)-3-(Difluoromethyl)-1H-pyrazol-4-yl)-5-(3-hydroxypiperidin-1-yl)pyrazolo[1,5-a]pyrimidine-3-carboxamide C1CNCCC12CCC(CC2)CN2CCC(CC2)N2N=C(C(=C2)NC(=O)C=2C=NN1C2N=C(C=C1)N1C[C@H](CCC1)O)C(F)F